1-(4-nitrophenyl)-1H-imidazole [N+](=O)([O-])C1=CC=C(C=C1)N1C=NC=C1